2-chloro-3-(3-methoxypropoxy)-11-oxo-2',3',5',6'-tetrahydro-6H,11H-spiro[dipyrido[1,2-d:2',3'-f][1,4]oxazepine-7,4'-thiopyran]-10-carboxylic acid ClC=1C(=CC2=C(C=3N(C=C(C(C3)=O)C(=O)O)C3(CCSCC3)CO2)N1)OCCCOC